N-(3-(3-chlorophenyl)propyl)-6-methyl-2-(trifluoromethyl)thieno[2,3-d]pyrimidin-4-amine ClC=1C=C(C=CC1)CCCNC=1C2=C(N=C(N1)C(F)(F)F)SC(=C2)C